N-(5-Aminopentyl)-3-(2,4-dioxotetrahydropyrimidin-1(2H)-yl)-4-methylbenzenesulfonamide NCCCCCNS(=O)(=O)C1=CC(=C(C=C1)C)N1C(NC(CC1)=O)=O